CC1CC(C(C1)C(=O)OC)=O methyl 4-methyl-2-oxocyclopentane-1-carboxylate